ClCCCOP(=O)(OCCCCl)OCCCCl tri(monochloropropyl)phosphate